CC1=NC=C(C(=C1)C1=CC=2N(C=C1)N=C(C2)NC(=O)C2CC2)O[C@H]2[C@H]1OC[C@@H]2N(C1)C N-(5-(2-methyl-5-(((1S,4S,7R)-5-methyl-2-oxa-5-azabicyclo[2.2.1]heptan-7-yl)oxy)pyridin-4-yl)pyrazolo[1,5-a]pyridin-2-yl)cyclopropanecarboxamide